L-Lysine L-Glutamate N[C@@H](CCC(=O)O)C(=O)O.N[C@@H](CCCCN)C(=O)O